(1,5-cyclooctadiene) platinum chloride [Pt](Cl)Cl.C1=CCCC=CCC1